FC1(CC12CN(CC2)C2=CC=C(C=N2)C2CN(C2)C(CC[C@H]2NC(OC2)=O)=O)F (4R)-4-[3-[3-[6-(2,2-Difluoro-5-azaspiro[2.4]heptan-5-yl)-3-pyridyl]azetidin-1-yl]-3-oxo-propyl]oxazolidin-2-one